4-methyl-1-[(2S)-2-[(3S)-3-methyl-4-methylsulfonyl-piperazin-1-yl]propyl]-5-[[2-[6-(2,2,2-trifluoroethyl)quinazolin-4-yl]-2,7-diazaspiro[3.5]nonan-7-yl]methyl]indole-2-carbonitrile CC1=C2C=C(N(C2=CC=C1CN1CCC2(CN(C2)C2=NC=NC3=CC=C(C=C23)CC(F)(F)F)CC1)C[C@H](C)N1C[C@@H](N(CC1)S(=O)(=O)C)C)C#N